C(C)(C)(C)N1C(N(C(=NC1=O)SCC)C1=C(C=C(C(=C1)F)F)F)=O 3-(tert-butyl)-6-(ethylsulfanyl)-1-(2,4,5-trifluorophenyl)-1,3,5-triazine-2,4(1H,3H)-dione